4'-ethylbiphenyl-4-carbaldehyde C(C)C1=CC=C(C=C1)C1=CC=C(C=C1)C=O